6-[(3S,4S)-4-Amino-3-methyl-2-oxa-8-azaspiro[4.5]decan-8-yl]-3-(3,4-dichloro-2-methyl-2H-indazol-5-yl)-2-[(4-methoxyphenyl)methyl]-5-methyl-2H,4H,5H-pyrazolo[3,4-d]pyrimidin-4-one N[C@@H]1[C@@H](OCC12CCN(CC2)C=2N(C(C=1C(N2)=NN(C1C1=C(C2=C(N(N=C2C=C1)C)Cl)Cl)CC1=CC=C(C=C1)OC)=O)C)C